FC(C)(F)C1=C(C=CC(=C1)F)B1OC(C(O1)(C)C)(C)C 2-(2-(1,1-difluoroethyl)-4-fluorophenyl)-4,4,5,5-Tetramethyl-1,3,2-dioxaborolane